FC=1C=C(C=CC1OC)C(=O)N1CCC(CC1)CCCCNC(=O)C=1C=CC=2N(C1)C=CN2 N-(4-{1-[(3-fluoro-4-methoxyphenyl)carbonyl]piperidin-4-yl}butyl)imidazo[1,2-a]pyridine-6-carboxamide